3-methyl-1,4-phenylenedimaleimide CC=1C=C(C=CC1C=1C(=O)NC(C1)=O)C=1C(=O)NC(C1)=O